(2S,3R)-1-(7-(8-ethyl-7-fluoro-3-hydroxynaphthalen-1-yl)-6,8-difluoro-2-(((2R,7aS)-2-fluorotetrahydro-1H-pyrrolizine-7a(5H)-yl)methoxy)quinazolin-4-yl)-2-methylpiperidin-3-ol C(C)C=1C(=CC=C2C=C(C=C(C12)C1=C(C=C2C(=NC(=NC2=C1F)OC[C@]12CCCN2C[C@@H](C1)F)N1[C@H]([C@@H](CCC1)O)C)F)O)F